tert-butyl (3S)-3-[(1R)-2-[[2-ethoxy-4-(3-oxa-8-azabicyclo[3.2.1]octane-8-carbonyl)benzoyl]amino]-1-hydroxy-ethyl]-7-hydroxy-3,4-dihydro-1H-isoquinoline-2-carboxylate C(C)OC1=C(C(=O)NC[C@@H](O)[C@H]2N(CC3=CC(=CC=C3C2)O)C(=O)OC(C)(C)C)C=CC(=C1)C(=O)N1C2COCC1CC2